O=C1NC(CCC1N1CC2=CC=CC(=C2C1)CN1CCN(CC1)C=1N=NC=CC1)=O 2-(2,6-dioxopiperidin-3-yl)-4-((4-(pyridazin-3-yl)piperazin-1-yl)methyl)isoindoline